The molecule is a macrodiolide consisting of two (3E,5R,6S,9R,14S)-5-hydroxy-6,14-dimethyl-2,8,11-trioxo-1,7-dioxacyclotetradec-3-en-9-yl attached to position 1 of (6S)-6-methyldihydro-2H-pyran-2,4(3H)-dione. Isolated from a culture of Acaulium sp. H-JQSF associated with the isopod Armadillidium vulgare. It has a role as an osteogenesis regulator and a bone density conservation agent. It is a macrodiolide, a triketone, a secondary alcohol and a cyclic ketone. C[C@@H]1OC(=O)/C=C/[C@H]([C@@H](OC(=O)[C@H](CC(=O)CC1)C2(C(=O)O[C@H](CC2=O)C)[C@@H]3C(=O)O[C@H]([C@@H](/C=C/C(=O)O[C@H](CCC(=O)C3)C)O)C)C)O